4,5-dichloro-2-fluorophenol ClC1=CC(=C(C=C1Cl)O)F